(S)-5-chloro-3-isopropyl-6-((1,2,3,4-tetrahydro-1-naphthyl)amino)pyrimidine-2,4(1H,3H)-dione ClC=1C(N(C(NC1N[C@H]1CCCC2=CC=CC=C12)=O)C(C)C)=O